[N-]=[N+]=[N-].[Li+].C[Si](O[Si](C)(C)C)(C)C hexamethyldisiloxane lithium azide